Phosphorodiamidat P([O-])(=O)(N)N